COC=1C=C(C=O)C=C(C1O)OC 3,5-dimethoxy-4-hydroxybenzaldehyde